C(#N)[C@@]1(CC12CC2)C=2C=C1C=C(N=CC1=CC2)NC(=O)C2CC2 N-(6-((R)-1-cyanospiro[2.2]pentan-1-yl)isoquinolin-3-yl)cyclopropane-1-carboxamide